OC1=NC(=CC=C1)O 2,6-Dihydroxypyridine